C1(CC1)C1=C(C=CC(=C1)F)N(C(=O)C1=CC=C(C(=O)O)C=C1)C1=CC=C(C2=NON=C21)[N+](=O)[O-] 4-((2-cyclopropyl-4-fluorophenyl)(7-nitrobenzo[c][1,2,5]oxadiazol-4-yl)carbamoyl)benzoic acid